potassium dodecyl alcohol C(CCCCCCCCCCC)O.[K]